C(#N)C1=CC=C(CNC(=O)C2=NN(C=3C(N(CCC32)CC3(CC3)S(=O)(=O)C)=O)C)C=C1 N-(4-Cyanobenzyl)-1-methyl-6-((1-(methylsulfonyl)cyclopropyl)methyl)-7-oxo-4,5,6,7-tetrahydro-1H-pyrazolo[3,4-c]pyridine-3-carboxamide